ethylenebis(dibromophthalimide) C(CC1=C2C(C(=O)NC2=O)=CC(=C1Br)Br)C1=C2C(C(=O)NC2=O)=CC(=C1Br)Br